O([Si](C1=CC=CC=C1)(C1=CC=CC=C1)C(C)(C)C)C1CC=C(C1)C1=NC(=C(C=2C1=CN(N2)CC2=CC=C(C=C2)OC)C(=O)N)Cl 4-(4-(tert-butyldiphenylsiloxy)cyclopent-1-enyl)-6-chloro-2-(4-methoxybenzyl)-2H-pyrazolo[4,3-c]Pyridine-7-carboxamide